methyl 3-aminobicyclo[1.1.1]pentane-1-carboxylate hydrochloride Cl.NC12CC(C1)(C2)C(=O)OC